C(#N)C1=C(CN2/C(/SC=C2)=N/C(=O)C2=CNC3=NC=CC=C32)C=CC=C1 (Z)-N-(3-(2-cyanobenzyl)thiazol-2(3H)-ylidene)-1H-pyrrolo[2,3-b]pyridine-3-carboxamide